1-(2-(4-(cyclohexylmethyl)piperazin-1-yl)ethyl)-3-(2-(4-ethylpiperazin-1-yl)-4-methylquinolin-6-yl)thiourea C1(CCCCC1)CN1CCN(CC1)CCNC(=S)NC=1C=C2C(=CC(=NC2=CC1)N1CCN(CC1)CC)C